ClC=1N=CC2=C(N1)N1C(C(=C2)C=2C=C(C=CC2C)NC(C2=NC=CC(=C2)C(F)(F)F)=O)=NCC1 N-(3-(2-chloro-8,9-dihydroimidazo[1',2':1,6]pyrido[2,3-d]pyrimidin-6-yl)-4-methylphenyl)-4-(trifluoromethyl)picolinamide